C(C)(=O)N(C(CCCCN)([2H])[2H])[2H] N-Acetyl-Cadaverine-d3